[(1R)-2,2-difluorocyclopropyl][(1R,5S)-3-{2-[(1-methyl-1H-pyrazol-4-yl)amino]pyrimidin-4-yl}-3,8-diazabicyclo[3.2.1]oct-8-yl]methanone FC1([C@H](C1)C(=O)N1[C@H]2CN(C[C@@H]1CC2)C2=NC(=NC=C2)NC=2C=NN(C2)C)F